Cl.C(C=C)C=1C=CC(=C(C1)C1=NOC(=C1)CN1CCNCC1)OC 3-(5-allyl-methoxyphenyl)-5-(piperazine-1-ylmethyl)isoxazole hydrochloride salt